OCC(NCC(=O)O)(CO)CO N-(tri(hydroxymethyl)-methyl)-glycine